The molecule is a member of the class of imidazoles that is 1-(2,4-dichlorophenyl)-2-(imidazol-1-yl)ethanol in which the hydroxyl hydrogen is replaced by a 4-chlorobenzyl group. It is an ether, a member of imidazoles, a dichlorobenzene and a member of monochlorobenzenes. C1=CC(=CC=C1COC(CN2C=CN=C2)C3=C(C=C(C=C3)Cl)Cl)Cl